6-chloro-1-cyclopentyl-N-[(4-fluorophenyl)methyl]-1H-pyrazolo[3,4-d]pyrimidin-4-amine ClC1=NC(=C2C(=N1)N(N=C2)C2CCCC2)NCC2=CC=C(C=C2)F